1-oxo-2-phenyl-1,2-dihydroisoquinolin O=C1N(C=CC2=CC=CC=C12)C1=CC=CC=C1